CC1=C(C(=O)O)C=CC(=C1)C(C)(C)NCC=1N=CSC1 2-methyl-4-(2-((thiazol-4-ylmethyl)amino)propan-2-yl)benzoic acid